tert-butyl (7-(2-(1-(2-fluoro-4-nitrophenyl)piperidin-4-yl)ethyl)-7-azaspiro[3.5]nonan-2-yl)carbamate FC1=C(C=CC(=C1)[N+](=O)[O-])N1CCC(CC1)CCN1CCC2(CC(C2)NC(OC(C)(C)C)=O)CC1